4-methyl-4,5,6,7-tetrahydropyrazolo[1,5-a]pyrazine CC1C=2N(CCN1)N=CC2